3-difluoromethyl-5-amino-1-(p-tolyl)-1,2,4-triazole FC(C1=NN(C(=N1)N)C1=CC=C(C=C1)C)F